C(C)(C)(C)N1CC=C(C=C1)NC(CC1=CC(=CC(=C1)Cl)Cl)=O N-tert.-Butyl-4-[[2-(3,5-dichlorophenyl)acetyl]amino]pyridin